C(C=C)(=O)N1[C@@H](COCC1)C=1C=C(C=C(C1)Cl)C1=NN(C=N1)CC(=O)N (R)-2-(3-(3-(4-acryloylmorpholin-3-yl)-5-chlorophenyl)-1H-1,2,4-triazol-1-yl)acetamide